methyl 2-(bromomethyl)-4-prop-2-ynoxy-benzoate BrCC1=C(C(=O)OC)C=CC(=C1)OCC#C